OCC=1C(=NNC1)[C@H]1[C@H](N(CCC1)C(=O)OC)CO[C@@H]1CC[C@@H](CC1)C1=CC=CC=C1 Methyl (2S,3R)-3-(4-(hydroxymethyl)-1H-pyrazol-3-yl)-2-((((CIS)-4-phenylcyclohexyl) oxy) methyl)piperidine-1-carboxylate